CC1=CC=C(C=C1)S(=O)(=O)O.FC(C1=CC=C(C=C1)C=1CCNCC1)(F)F 4-(4-(trifluoromethyl)phenyl)-1,2,3,6-tetrahydropyridine 4-methylbenzenesulfonate